4-(4-(N-cyclopentyl-acetamido)-2-methylphenoxy)-N-(3-methoxypropyl)-2-methylbenzamide C1(CCCC1)N(C(C)=O)C1=CC(=C(OC2=CC(=C(C(=O)NCCCOC)C=C2)C)C=C1)C